6-chloro-N2,N2,N4-triethyl-1,3,5-triazine-2,4-diamine ClC1=NC(=NC(=N1)N(CC)CC)NCC